4-[3-[3-[1-(1H-Benzimidazol-2-yl)-2-ethoxypropoxy]phenyl]prop-2-enoyl]-3-hydroxybenzoic acid N1C(=NC2=C1C=CC=C2)C(C(C)OCC)OC=2C=C(C=CC2)C=CC(=O)C2=C(C=C(C(=O)O)C=C2)O